FC1=C(C=CC(=C1)F)NC(CCN1C(C2=C(C=3C=CC(=CC13)[Sn](C)(C)C)N(N=C2)C)=O)=O N-(2,4-difluorophenyl)-3-[1-methyl-4-oxo-7-(trimethylstannyl)-1H,4H,5H-pyrazolo[4,3-c]quinolin-5-yl]propanamide